CC1CCN(CC1)CC1=CC=C(C=C1)C1=C(C(=O)N)C=CC=N1 (4-((4-methylpiperidin-1-yl)methyl)phenyl)nicotinamide